bis(cyclopentadienyl)bis[2,6-difluoro-3-(N-isobutyl-(4-toluoyl)amino)phenyl]titanium C1(C=CC=C1)[Ti](C1=C(C(=CC=C1F)N(CC(C)C)C(=O)C1=CC=C(C=C1)C)F)(C1=C(C(=CC=C1F)N(CC(C)C)C(=O)C1=CC=C(C=C1)C)F)C1C=CC=C1